N1(CCNCC1)CCNCCN N2-(2-(piperazin-1-yl)ethyl)ethane-1,2-diamine